tert-butyl (S)-4-benzyl-3-(difluoromethyl)piperazine-1-carboxylate C(C1=CC=CC=C1)N1[C@@H](CN(CC1)C(=O)OC(C)(C)C)C(F)F